3-methoxy-2-propan-2-ylfuro[3,2-g]chromen-7-one COC1=C(OC2=C1C=C1C=CC(OC1=C2)=O)C(C)C